(3R)-3-amino-7-(5-tert-butyl-1,3,4-oxadiazol-2-yl)-8-fluoro-5-[[4-(1-methylpyrazol-3-yl)phenyl]methyl]-1,1-dioxo-2,3-dihydro-1λ6,5-benzothiazepine-4-One N[C@H]1CS(C2=C(N(C1=O)CC1=CC=C(C=C1)C1=NN(C=C1)C)C=C(C(=C2)F)C=2OC(=NN2)C(C)(C)C)(=O)=O